2,1'-bis-diphenylphosphinoferrocene palladium dichloride [Pd](Cl)Cl.C1(=CC=CC=C1)P(C=1[CH-]C=CC1)C1=CC=CC=C1.[C-]1(C=CC=C1)P(C1=CC=CC=C1)C1=CC=CC=C1.[Fe+2]